C(C)C1=C(C=CC=C1F)NC(=S)C=1C(NCCC1)=O N-(2-ethyl-3-fluorophenyl)-2-oxo-1,2,5,6-tetrahydropyridine-3-carbothioamide